COC=1C=C(CN2N=CC3=CC=C(C=C23)C(=O)[O-])C=C(C1OC)OC 1-(3,4,5-trimethoxybenzyl)-1H-indazole-6-carboxylate